tert-butyl (S)-2-(4-(4-(4-aminobut-1-yn-1-yl)phenyl)-2,3,9-trimethyl-6H-thieno[3,2-f][1,2,4]triazolo[4,3-a][1,4]diazepin-6-yl)acetate NCCC#CC1=CC=C(C=C1)C1=N[C@H](C=2N(C3=C1C(=C(S3)C)C)C(=NN2)C)CC(=O)OC(C)(C)C